ClC=1C(=CC(=C(C1)N(C(=O)C1CC=2C(=NC=CC2N1)OC)C)F)F N-(5-chloro-2,4-difluorophenyl)-4-methoxy-N-methyl-2,3-dihydro-1H-pyrrolo[3,2-c]pyridine-2-carboxamide